C(C)(=O)N1C(CC(C1)F)C(=O)NC(C1=CC(=CC=C1)N1N=CC=C1)C1=NC(=C(C=C1)C(C)C)F 1-acetyl-4-fluoro-N-{[6-fluoro-5-(propan-2-yl)pyridin-2-yl][3-(1H-pyrazol-1-yl)phenyl]methyl}pyrrolidine-2-carboxamide